BrC=1C=C(C=C(C1O)O)/C=C/C(=O)C1=C(C=C(C=C1)OC)O (E)-3-(3-bromo-4,5-dihydroxyphenyl)-1-(2-hydroxy-4-methoxyphenyl)-2-propen-1-one